CNC(=O)C1=C(C=CC=C1)SC1=CC=C2C=CN(C2=C1)C1OCCCC1 6-[2-(methylcarbamoyl)phenyl]thio-1-tetrahydropyran-2-yl-indole